ClC1=NC(=NC=C1F)C 4-chloro-5-fluoro-2-methyl-pyrimidine